6-(1H-pyrazol-4-yl)-N-(4-((pyridin-3-yloxy)methyl)pyridin-2-yl)benzo[d]thiazol-2-amine N1N=CC(=C1)C1=CC2=C(N=C(S2)NC2=NC=CC(=C2)COC=2C=NC=CC2)C=C1